(trans)-N,N-dibenzyl-4-(2-bromoethoxy)cyclohexylamine C(C1=CC=CC=C1)N(CC1=CC=CC=C1)[C@@H]1CC[C@H](CC1)OCCBr